4-[1-(6-amino-3-pyridinyl)-4-piperidinyl]piperidine-1-carboxylic acid tert-butyl ester C(C)(C)(C)OC(=O)N1CCC(CC1)C1CCN(CC1)C=1C=NC(=CC1)N